[N+](=O)([O-])C1=NC=CC=C1OC1=CC=C(C=C1)C 2-nitro-3-(p-toloxy)pyridine